C(C)(C)N1CC=NC=C1 1-isopropyl-1H-pyrazine